2-(trifluoromethyl)-6,7-dihydropyrrolo[1,5-a:2,3-b']dipyrazin FC(C=1N=C2C(=NC1)N1C(C=NCC1)=C2)(F)F